3,3-dimethyl-7-{[(3S)-3-methylpiperidin-1-yl]methyl}-N-{3-[(1s,3s)-3-(cyanomethyl)-1-(4-methyl-1,2,4-triazol-3-yl)cyclobutyl]phenyl}-2H-furo[3,2-b]pyridine-5-carboxamide CC1(COC=2C1=NC(=CC2CN2C[C@H](CCC2)C)C(=O)NC2=CC(=CC=C2)C2(CC(C2)CC#N)C2=NN=CN2C)C